(2R,3S,5R)-4-methylbenzoic acid CC1=CC=C(C(=O)O)C=C1